NCCCNC(C=C)=O acrylic acid, aminopropylamide